FC1=C2C(=NC=3N(C2=CC(=C1)F)C(=NN3)C)N3CCCC1=C(C=CC=C31)C#CC3(CC3)C(F)(F)F 6,8-difluoro-1-methyl-5-(5-((1-(trifluoromethyl)cyclopropyl)ethynyl)-3,4-dihydroquinolin-1(2H)-yl)-[1,2,4]triazolo[4,3-a]quinazoline